ClCB1OC(C(O1)(C)C)(C)C 2-(chloromethyl)-4,4,5,5-tetramethyl-1,3,2-dioxaborolan